N1C=NC2=C1C=CC(=C2)OC=2C=C(C=CC2)C=2NC(=CN2)C(O)C2=CC=NN2C (2-(3-((1H-benzo[d]imidazol-5-yl)oxy)phenyl)-1H-imidazol-5-yl)(1-methyl-1H-pyrazol-5-yl)methanol